C(#N)C1CN(C1)C=1C=CC=2N(N1)C(=CN2)C(F)(F)F 6-(3-cyanoazetidin-1-yl)-3-(trifluoromethyl)imidazo[1,2-b]pyridazine